COC1=NC=C(C=C1)C1=CC=2C3=C(C=NC2C=C1)N(C(C31CC1)=O)CC1COC1 2-Methoxy-5-(3'-(oxetan-3-ylmethyl)-2'-oxo-2',3'-dihydrospiro[cyclopropane-1,1'-pyrrolo[2,3-c]quinolin]-8'-yl)pyridin